2,2'-Azobis[N-(2-carboxyethyl)-2-methylpropionamidine] hydrate O.N(=NC(C(=N)NCCC(=O)O)(C)C)C(C(=N)NCCC(=O)O)(C)C